CC1=C(C(=C(C(=C1[N+](=O)[O-])C(C)(C)C)[N+](=O)[O-])C)[N+](=O)[O-] The molecule is a C-nitro compound that is m-xylene bearing three nitro substituents at positions 2, 4 and 6 as well as a tert-butyl group at position 5. It has a role as an explosive, a fragrance and a carcinogenic agent. It derives from a 1,3,5-trinitrobenzene and a m-xylene.